2-{[(1S)-1-{4-[1-(4-Acryloylpiperazin-1-yl)propyl]phenyl}ethyl]amino}-8-cyclopropylpyrido[2,3-d]pyrimidin-7(8H)-on C(C=C)(=O)N1CCN(CC1)C(CC)C1=CC=C(C=C1)[C@H](C)NC=1N=CC2=C(N1)N(C(C=C2)=O)C2CC2